ethyl 5-(4-cyanobenzyl)-4H-1,2,4-triazole-3-carboxylate C(#N)C1=CC=C(CC=2NC(=NN2)C(=O)OCC)C=C1